COC1=CC2=C(C=3N=CN(C(C3S2)=O)CCCCC(=O)OC)C=C1OC Methyl 5-(7,8-dimethoxy-4-oxobenzo[4,5]thieno[3,2-d]pyrimidin-3(4H)-yl)pentanoate